N1N=CC(=C1)C=1C2=C(C(=NC1)NCC=1C=C(C(=O)NC3=NC=C(C=C3)OC)C=CC1)CCO2 3-(((7-(1H-pyrazol-4-yl)-2,3-dihydrofuro[3,2-c]pyridin-4-yl)amino)methyl)-N-(5-methoxypyridin-2-yl)benzamide